C1NCC2=C(C=CC=C12)CN1C[C@@H]2N([C@@H](CN(C2)C2=C3C=CC=NC3=C(C=C2)C#N)C)CC1 5-[(4R,9aS)-8-(isoindolin-4-ylmethyl)-4-methyl-3,4,6,7,9,9a-hexahydro-1H-pyrazino[1,2-a]pyrazin-2-yl]quinoline-8-carbonitrile